2-acetoxy-2-(3-((R)-3-methoxy-2-methyl-3-oxopropyl)phenyl)acetic acid C(C)(=O)OC(C(=O)O)C1=CC(=CC=C1)C[C@H](C(=O)OC)C